C(C1=CC=CC=C1)N1N=C2C(N(CCC2=C1Cl)[C@@H]1C(N(C2=C(OC1)C=CC(=C2)C#CC2(CCCC2)O)C)=O)=O (S)-3-(2-benzyl-3-chloro-7-oxo-2,4,5,7-tetrahydro-6H-pyrazolo[3,4-c]pyridin-6-yl)-7-((1-hydroxycyclopentyl)ethynyl)-5-methyl-2,3-dihydrobenzo[b][1,4]oxaazepin-4(5H)-one